C(C)N(CCC(C=C)=C)CC 1-diethylamino-3-methylenepent-4-ene